(R)-3-((5-chloro-1H-indol-2-yl)methyl)-1-methyl-1-(1-(2-(pyridin-4-yl)acetyl)piperidin-3-yl)urea ClC=1C=C2C=C(NC2=CC1)CNC(N([C@H]1CN(CCC1)C(CC1=CC=NC=C1)=O)C)=O